O(P(O)(=O)OP(=O)(O)OP(=O)(O)O)C[C@H]1O[C@]([C@@H]([C@@H]1O)O)(C1=CC=C2C(=NC=NN21)NC(=O)N(CC)CC)C#N ((2R,3S,4R,5R)-5-cyano-5-(4-(3,3-diethylureido)pyrrolo[2,1-f][1,2,4]triazin-7-yl)-3,4-dihydroxytetrahydrofuran-2-yl)methyl tetrahydrogen triphosphate